hexamethylenediamine dithiocarbamate C(N)(S)=S.NCCCCCCN